N-[2-[1-[2-[4-[4-[(2,6-dioxo-3-piperidyl)amino]phenyl]-1-piperidyl]-2-oxo-ethyl]-4-piperidyl]-7-isopropoxy-imidazo[1,2-a]pyridin-6-yl]benzamide O=C1NC(CCC1NC1=CC=C(C=C1)C1CCN(CC1)C(CN1CCC(CC1)C=1N=C2N(C=C(C(=C2)OC(C)C)NC(C2=CC=CC=C2)=O)C1)=O)=O